CC1=C(C(=C(C(=C1C)C(=O)Cl)C)C)C(=O)Cl 2,3,5,6-tetramethylbenzene-1,4-dicarboxylic chloride